OC=1C=C(C=CC1)OC(CC)=O.OC1=C(C=C(C(C(=O)O)O)C=C1)OC 4-hydroxy-3-methoxy-mandelic acid 3-hydroxy-phenylpropanoate